C[N+](CCCCCCCCCCCC)(CCCCCCCCCCCC)CCCCCCCCCCCC methyltri-n-dodecyl-ammonium